(cis)-tert-Butyl 4-(2-(tert-butoxycarbonyl)butyl)-3,3-difluorohexahydropyrrolo[3,2-b]pyrrole-1(2H)-carboxylate C(C)(C)(C)OC(=O)C(CN1CC[C@@H]2N(CC([C@@H]21)(F)F)C(=O)OC(C)(C)C)CC